(S)-2-(3-Isopropyl-5-((3-methylpiperidin-1-yl)methyl)phenyl)-6-(3-((4-methyl-4H-1,2,4-triazol-3-yl)methyl)oxetan-3-yl)isoindolin-1-one C(C)(C)C=1C=C(C=C(C1)CN1C[C@H](CCC1)C)N1C(C2=CC(=CC=C2C1)C1(COC1)CC1=NN=CN1C)=O